ClC(COC(=O)N1[C@@H](CC(C1)O)C(=O)O)(Cl)Cl N-(2,2,2-trichloroethoxycarbonyl)-4-hydroxyproline